O1CCNC(C2=C1C=CC=C2)=O 3,4-Dihydro-1,4-benzoxazepine-5(2H)-one